1,4-bis-(2-amino-prop-2-yl)-cyclohexane NC(C)(C)C1CCC(CC1)C(C)(C)N